3-chloro-4-(((4s,5r)-4-((5-chloropyridin-2-yl)sulfonyl)-6-oxa-2,9-diazaspiro[4.5]decan-2-yl)sulfonyl)benzonitrile ClC=1C=C(C#N)C=CC1S(=O)(=O)N1C[C@]2([C@H](C1)S(=O)(=O)C1=NC=C(C=C1)Cl)OCCNC2